Cl.Cl.CC=1C(=NC=C(C1)C)N[C@H]1[C@@H](CNC1)O (3R,4R)-4-(3,5-dimethylpyridin-2-ylamino)pyrrolidin-3-ol dihydrochloride